1,3,4-trimethyl-1-oxophosphole CP1(C=C(C(=C1)C)C)=O